C(C)(=O)OCC(OC(C)=O)COC(C)=O glycerol tris(acetate)